(3-methyl-4-nitro-1H-pyrazol-5-yl)acetamide CC1=NNC(=C1[N+](=O)[O-])CC(=O)N